2-((7-Ammonio-7-carboxy-5,6,7,8-tetrahydronaphthalen-2-yl)oxy)-3-phenylpyridin-1-ium chloride [Cl-].[NH3+]C1(CCC=2C=CC(=CC2C1)OC1=[NH+]C=CC=C1C1=CC=CC=C1)C(=O)O.[Cl-]